COC(=O)C1=NC(=CC(=C1Cl)N)Cl 4-amino-3,6-dichloro-pyridine-2-carboxylic acid methyl ester